5-aminopentyl alpha-D-glucopyranosyl-(1→2)-alpha-D-glucopyranosyl-(1→3)-alpha-D-glucopyranoside [C@H]1([C@H](O)[C@@H](O)[C@H](O)[C@H](O1)CO)O[C@H]1[C@H](O[C@@H]([C@H]([C@@H]1O)O)CO)O[C@@H]1[C@H]([C@@H](OCCCCCN)O[C@@H]([C@H]1O)CO)O